2-((5-Chloro-3-(5-methylisoxazol-3-yl)-1-propyl-1H-pyrazol-4-yl)methyl)-8-(3,3-dimethylbutyl)-2,8-diazaspiro[4.5]decan-3-one ClC1=C(C(=NN1CCC)C1=NOC(=C1)C)CN1CC2(CC1=O)CCN(CC2)CCC(C)(C)C